NC1=NC=C(C2=C1C=NN2)NC(C(=O)N2C(CCC(C2)C)C=2C=NC(=CC2)C)=O N-(4-amino-1H-pyrazolo[4,3-c]pyridin-7-yl)-2-(5-methyl-2-(6-methylpyridin-3-yl)piperidin-1-yl)-2-oxoacetamide